mercury-mercury oxide [Hg]=O.[Hg]